ClC=1C(=C2C=NNC2=CC1C)C=1C(=NN(C1C)C1CC2(CN(C2)C(=O)OCCCC)C1)C1=NC=CC=C1 butyl 6-(4-(5-chloro-6-methyl-1H-indazol-4-yl)-5-methyl-3-(pyridin-2-yl)-1H-pyrazol-1-yl)-2-azaspiro[3.3]heptane-2-carboxylate